CC1(CCN(CC1)C1=C(C=C(C(=O)NC2=C(C=C(C=C2)F)CC(=O)O)C=C1)NC(=O)C1=NN(C2=CC=CC=C12)CC(F)(F)F)C 2-(2-(4-(4,4-dimethylpiperidin-1-yl)-3-(1-(2,2,2-trifluoroethyl)-1H-indazole-3-carboxamido)benzamido)-5-fluorophenyl)acetic acid